7,8-Difluoro-5-methyl-1,5,10,10a-tetrahydropyrrolo[1,2-b]isoquinolin-3(2H)-one FC=1C(=CC=2CC3N(C(C2C1)C)C(CC3)=O)F